5-Bromo-3-(5-(4-(2-hydroxyethyl)piperazin-1-yl)pyridin-2-ylamino)-1-methylpyridin-2(1H)-one BrC=1C=C(C(N(C1)C)=O)NC1=NC=C(C=C1)N1CCN(CC1)CCO